(S)-l-1-(3-chloro-4-fluorophenyl)-8-((3S,5R)-3,5-dimethylpiperazin-1-yl)-3-methoxy-10-(trifluoromethyl)-3,4-dihydro-2H,6H-[1,4]thiazepino[2,3,4-ij]quinazolin-6-one ClC=1C=C(C=CC1F)S1C[C@H](CN2C(N=C(C3=CC(=CC1=C23)C(F)(F)F)N2C[C@@H](N[C@@H](C2)C)C)=O)OC